BrC=1C(=NC(=CC1N(C(OC(C)(C)C)=O)C(=O)OC(C)(C)C)Cl)OC tert-butyl (3-bromo-6-chloro-2-methoxypyridin-4-yl)(tert-butoxycarbonyl)carbamate